NC1=C(C(=NN1C(C)C)C1=CC=C(C=C1)CC(=O)NC1=CC(=NO1)C1=CC=C(C=C1)Br)C(=O)N 5-Amino-3-(4-(2-((3-(4-bromophenyl)isoxazol-5-yl)amino)-2-oxoethyl)phenyl)-1-isopropyl-1H-pyrazole-4-carboxamide